boron dipyrrolol N1C(=CC=C1)O.N1C(=CC=C1)O.[B]